6-[3-(5-chloro-2,4-difluoro-phenyl)-1H-pyrazol-4-yl]-N-(1,4-diazabicyclo[2.2.2]octan-2-ylmethyl)-1,5-naphthyridin-3-amine ClC=1C(=CC(=C(C1)C1=NNC=C1C=1N=C2C=C(C=NC2=CC1)NCC1N2CCN(C1)CC2)F)F